1-(2-{3-chloro-4-[(2-dimethylamino-ethyl)-methyl-amino]-anilino}-pyrimidin-4-yl)-1H-indole-3-carboxamide ClC=1C=C(NC2=NC=CC(=N2)N2C=C(C3=CC=CC=C23)C(=O)N)C=CC1N(C)CCN(C)C